BrC=1C(=C2N(C(=CN=C2Cl)C)C1C)C1=CC=C(C=C1)OC 7-bromo-1-chloro-8-(4-methoxyphenyl)-4,6-dimethylpyrrolo[1,2-a]pyrazine